ClC1OC2=C(OC1)C=CC=C2N2CCN(CC2)Cl 3-chloro-5-(4-chloropiperazin-1-yl)-2,3-dihydro-1,4-benzodioxine